C(C)OC=1C=C(C=CC1)C1=CC=CC2=CC=CC=C12 4-(3-ethoxyphenyl)naphthalen